5-((4-(1-(difluoromethyl)-1H-benzo[d]imidazol-2-yl)piperidin-1-yl)methyl)-1-(3-fluorophenyl)-3-methyl-1H-indazole FC(N1C(=NC2=C1C=CC=C2)C2CCN(CC2)CC=2C=C1C(=NN(C1=CC2)C2=CC(=CC=C2)F)C)F